2-acrylamido-2-aminopropanesulfonic acid C(C=C)(=O)NC(CS(=O)(=O)O)(C)N